NC=1C2=C(N=CN1)SC(=N2)C=2C=C(C=CC2)C#C[C@]2(C(N(CC2)C)=O)O (R)-3-((3-(7-Aminothiazolo[5,4-d]pyrimidin-2-yl)phenyl)ethynyl)-3-hydroxy-1-methylpyrrolidin-2-one